1-benzoyl-6-(4-hydroxy-2,6-dimethoxystyryl)-2-phenyl-2,3-dihydropyridin C(C1=CC=CC=C1)(=O)N1C(CCC=C1C=CC1=C(C=C(C=C1OC)O)OC)C1=CC=CC=C1